(E)-2-(3-(3-(2-cyclopentylvinyl)-4-fluorophenyl)-5-(cyclopropylmethyl)-4-(3-fluoro-4-sulfamoylbenzyl)-1H-pyrazol-1-yl)thiazole-4-carboxylic acid C1(CCCC1)/C=C/C=1C=C(C=CC1F)C1=NN(C(=C1CC1=CC(=C(C=C1)S(N)(=O)=O)F)CC1CC1)C=1SC=C(N1)C(=O)O